CC1=CC(C(=NN1C1=CC=CC=C1)C(=O)NC1=CC(=NS1)C)=O 6-methyl-N-(3-methylisothiazol-5-yl)-4-oxo-1-phenyl-1,4-dihydropyridazine-3-carboxamide